ClC1=C(C=C(OCC(=O)NC23CC(C2)(C3)NC=3C=NC(=NC3)C(F)(F)F)C=C1)F 2-(4-chloro-3-fluorophenoxy)-N-(3-{[2-(trifluoromethyl)pyrimidin-5-yl]amino}bicyclo[1.1.1]pent-1-yl)acetamide